{1-[(3S,4R)-3-fluorooxan-4-yl]-3-(4-fluorophenyl)-1H-pyrazol-4-yl}-6-phenylfuro[2,3-d]pyrimidine F[C@@H]1COCC[C@H]1N1N=C(C(=C1)C=1N=CC2=C(N1)OC(=C2)C2=CC=CC=C2)C2=CC=C(C=C2)F